1-hexadecyl-methylimidazole chloride [Cl-].C(CCCCCCCCCCCCCCC)N1C(=NC=C1)C